Methyl 7-[4-(3-ethoxycarbonyl-propylsulfanyl)-3,5-difluoro-phenyl]-5-fluoro-2,2-dimethyl-2,3-dihydro-indole-1-carboxylate C(C)OC(=O)CCCSC1=C(C=C(C=C1F)C=1C=C(C=C2CC(N(C12)C(=O)OC)(C)C)F)F